NC1=NC=2C(=CC=CC2C=2N1N=C(N2)CNC(=O)C2=NC=C(C(=O)OC)C=C2)OC methyl 6-(((5-amino-7-methoxy-[1,2,4]triazolo[1,5-c]quinazolin-2-yl)methyl)carbamoyl)nicotinate